NC1=CC(=C(C(=O)OC)C=C1B1OC(C(O1)(C)C)(C)C)CC methyl 4-amino-2-ethyl-5-(4,4,5,5-tetramethyl-1,3,2-dioxaborolan-2-yl)benzoate